(R)-2-chloro-5-(7-chloro-3-cyclohexyl-2-methyl-1,1-dioxido-2,3,4,5-tetrahydrobenzo[f][1,2,5]thiadiazepin-8-yl)benzoic acid ClC1=C(C(=O)O)C=C(C=C1)C1=CC2=C(NC[C@H](N(S2(=O)=O)C)C2CCCCC2)C=C1Cl